NC(C(=O)O)CC1=CC=C(C=C1)F 2-amino-3-(4-fluorophenyl)propionic acid